OC[C@@H](C)NC(=O)C=1C(N(N=C(C1)C1=CC=C(C=C1)C(F)(F)F)C=1C=NC=CC1)=O N-[(2R)-1-Hydroxypropan-2-yl]-3-oxo-2-(pyridin-3-yl)-6-[4-(trifluoromethyl)phenyl]-2,3-dihydropyridazine-4-carboxamide